BrC1=C2C=CNC2=C(C(=C1OC1=CC(=NC=C1)C(=O)OC)F)F methyl 4-((4-bromo-6,7-difluoro-1H-indol-5-yl)oxy)picolinate